(2S,4r)-1-[(2S)-2-(4-cyclopropyl-triazol-1-yl)-3,3-dimethyl-butyryl]-4-hydroxy-N-[[1-hydroxy-3-(trifluoromethyl)cyclohexyl]methyl]pyrrolidine-2-carboxamide C1(CC1)C=1N=NN(C1)[C@H](C(=O)N1[C@@H](C[C@H](C1)O)C(=O)NCC1(CC(CCC1)C(F)(F)F)O)C(C)(C)C